ClC=1N=C(C2=C(N1)N(C=C2I)COCC[Si](C)(C)C)O 2-chloro-5-iodo-7-((2-(trimethylsilyl)ethoxy)methyl)-7H-pyrrolo[2,3-d]pyrimidin-4-ol